COC(=O)[C@H]1N[C@H](CC1)C=1C=NC=CC1 (2S,5R)-5-(pyridin-3-yl)pyrrolidine-2-carboxylic acid methyl ester